N-[5-(3-chloro-1,2,4-oxadiazol-5-yl)-2-methyl-phenyl]-7-methyl-imidazo[1,2-a]pyridine-3-carboxamide ClC1=NOC(=N1)C=1C=CC(=C(C1)NC(=O)C1=CN=C2N1C=CC(=C2)C)C